6-[(4-cyanopyridin-2-yl)amino]-4-{[3-methoxy-4-(1-methyl-1H-1,2,4-triazol-3-yl)pyridin-2-yl]amino}-N-(2H3)methylpyridazine-3-carboxamide C(#N)C1=CC(=NC=C1)NC1=CC(=C(N=N1)C(=O)NC([2H])([2H])[2H])NC1=NC=CC(=C1OC)C1=NN(C=N1)C